NC1=CC=C(OC2=CC(=C(C=C2)N)OCCCC)C=C1 4-(4-aminophenoxy)-2-butoxybenzenamine